3-(4-Fluorophenyl)-1-(2-hydroxyphenyl)prop-2-en-1-one FC1=CC=C(C=C1)C=CC(=O)C1=C(C=CC=C1)O